N1=CNC(=C1)C#N 3H-imidazole-4-carbonitrile